urethane (methyl)acrylate COC(C=C)=O.NC(=O)OCC